C1(CC1)[C@]1(C(N(C[C@H]1C)C1=NC=NN2C1=CC(=C2)C=2C=NN(C2)C)=O)C#N (3R,4S)-3-Cyclopropyl-4-methyl-1-(6-(1-methyl-1H-pyrazol-4-yl)pyrrolo[2,1-f][1,2,4]triazin-4-yl)-2-oxopyrrolidine-3-carbonitrile